FC(C(=O)O)(F)F.ClC1=C(C(=C(C=C1OC)OC)Cl)C=1C=2N(C3=CC(=NC=C3C1)C=1C(=CC(=C(C1)NC(C=C)=O)N1CCNC3(CC3)C1)OC)C=CN2 N-(5-(4-(2,6-dichloro-3,5-dimethoxyphenyl)imidazo[1,2-a][1,6]naphthyridin-8-yl)-4-methoxy-2-(4,7-diazaspiro[2.5]octane-7-yl)phenyl)acrylamide trifluoroacetate salt